The molecule is a chlorocatechol that is catechol in which the hydrogen adjacent to one of the hydroxy groups is replaced by a chlorine. It is a member of monochlorobenzenes and a chlorocatechol. C1=CC(=C(C(=C1)Cl)O)O